Cl.NC1(CCOCC1)C(=O)NC1(CC1)C1=CC(=C(C(=O)OC)C=C1)F Methyl 4-[1-[(4-aminotetrahydropyran-4-carbonyl)amino]cyclopropyl]-2-fluoro-benzoate, hydrochloride